N1(CCCCC1)C(=O)[O-].[La+3].N1(CCCCC1)C(=O)[O-].N1(CCCCC1)C(=O)[O-] lanthanum piperidate